N-(4-morpholinophenyl)pyrimidin-2-amine O1CCN(CC1)C1=CC=C(C=C1)NC1=NC=CC=N1